chlorocyclopropyl-ethanone ClCC(=O)C1CC1